C(#N)C=1C=CC=C2CCN(C12)C(=O)N1C[C@H](N(CC1)C=1C=CC(=NC1C(=O)N[C@H]1CN(CC1)C)C=1C(=NC=CC1)OCC)CC 5-[(2R)-4-(7-cyano-2,3-dihydro-1H-indole-1-carbonyl)-2-ethylpiperazin-1-yl]-2'-ethoxy-N-[(3R)-1-methylpyrrolidin-3-yl]-[2,3'-bipyridine]-6-carboxamide